6-[5-Methyl-1-[2-(oxetan-3-yl)-2-azaspiro[3.3]heptan-6-yl]pyrazol-4-yl]-4-[(1R)-1-(2-pyridyl)ethoxy]pyrazolo[1,5-a]pyridine-3-carbonitrile CC1=C(C=NN1C1CC2(CN(C2)C2COC2)C1)C=1C=C(C=2N(C1)N=CC2C#N)O[C@H](C)C2=NC=CC=C2